C1=CC=C(C=2SC3=C(C21)C=CC=C3)C=3C=C(C=CC3)C3=CC=2C(=C1N=CC=NC1=C1C2C=CC=C1)C=C3 7-[3-(dibenzothiophen-4-yl)phenyl]Dibenzo[f,h]Quinoxaline